NC(C(=O)[O-])CCN 2,4-diaminobutanoate